(R)-5-Fluoro-2-(((tetrahydro-2H-pyran-4-yl)thio)methyl)-7-((tetrahydrofuran-3-yl)methoxy)quinazolin-4(3H)-one FC1=C2C(NC(=NC2=CC(=C1)OC[C@H]1COCC1)CSC1CCOCC1)=O